1-(3-(3-(1H-pyrazol-4-yl)quinoxaline-6-carbonyl)-4,5-difluorophenyl)-3-(3-fluorophenyl)urea N1N=CC(=C1)C=1C=NC2=CC=C(C=C2N1)C(=O)C=1C=C(C=C(C1F)F)NC(=O)NC1=CC(=CC=C1)F